C(#N)N=C(NC1=CC=C(C=C1)CC)NCCCN1C=NC(=C1)C 2-Cyano(4-ethylphenyl)-3-(3-(4-methyl-1H-imidazol-1-yl)propyl)guanidin